bromo-3,4-dihydro-[1,1'-biphenyl]-1(2H)-ol BrC1C(C=CCC1)(C1=CC=CC=C1)O